NC=1C2=C(N=CN1)C(=CN2)C=2C=C(C=NC2)COC2=CC=C1C=CC(=NC1=C2)NC 7-[(5-{4-amino-5H-pyrrolo[3,2-d]pyrimidin-7-yl}pyridin-3-yl)methoxy]-N-methylquinolin-2-amine